COC(C1=C(N=C(C(=C1C)C(F)(F)F)C)N1CC(C(CC1)(F)F)C)=O.BrC1=C(C=C(C=C1)C)C(C)=O 1-(2-bromo-5-methylphenyl)ethan-1-one methyl-2-(4,4-difluoro-3-methylpiperidin-1-yl)-4,6-dimethyl-5-(trifluoromethyl)nicotinate